2-(benzo[d]thiazol-2-yl)acrylonitrile S1C(=NC2=C1C=CC=C2)C(C#N)=C